ClC=1C(=CC2=C([C@@H](C[C@@H](O2)C(=O)NC23CC(C2)(C3)N3N=C2C=CC(=CC2=C3)COCC(F)(F)F)O)C1)F (2R,4R)-6-chloro-7-fluoro-4-hydroxy-N-(3-{5-[(2,2,2-trifluoroethoxy)methyl]-2H-indazol-2-yl}bicyclo[1.1.1]pentan-1-yl)-3,4-dihydro-2H-1-benzopyran-2-carboxamide